CN1N=CC(=C1)C1=CC=C(CNC2=NC=NC(=C2)C2=CN=C3N2C=CC(=C3)OCC3CCNCC3)C=C1 [4-(1-methyl-1H-pyrazol-4-yl)-benzyl]-{6-[7-(piperidin-4-ylmethoxy)-imidazo[1,2-a]pyridin-3-yl]-pyrimidin-4-yl}-amine